N=1N2C(=CC1)C1(C=C2)CN(CC1)C(=O)N spiro[pyrrolidine-3,4'-pyrrolo[1,2-b]pyrazole]-1-carboxamide